C1(CC1)[C@H](C)NCC=1C=C(C=2N(C1)C(=CN2)F)C(=O)OC methyl 6-({[(1S)-1-cyclopropylethyl]amino}methyl)-3-fluoroimidazo[1,2-a]pyridine-8-carboxylate